C(C1=CC=CC=C1)NC1CN(CCC1)C(C(C1=CC=CC=C1)C1=CC=CC=C1)=O 1-(3-(benzylamino)piperidin-1-yl)-2,2-diphenylethanone